C(C)(CCCCCCCCCCCC)O sectetradecanol